((R)-1-(3-amino-5-(trifluoromethyl)phenyl)ethyl)-7-methoxy-6-((R)-2-methoxypropyl)-2-methyl-quinazolin-4-amine NC=1C=C(C=C(C1)C(F)(F)F)[C@@H](C)C1=C2C(=NC(=NC2=CC(=C1C[C@@H](C)OC)OC)C)N